L-5-chloro-2-methyl-4-isothiazolin-3-one ClC1=CC(N(S1)C)=O